CC1(CC(C(CC1)CN1CCN(CC1)C(=O)OC(C)(C)C)=O)C 1-[(4,4-dimethyl-2-ketocyclohex-1-yl)methyl]-4-tert-butoxycarbonylpiperazine